N-(2-Aminoethyl)-3-aminopropyl-triethoxysilan NCCNCCC[Si](OCC)(OCC)OCC